ClC(C1=NC(=NO1)C=1C=NC(=NC1)NC(CNC(OC(C)(C)C)=O)C1=CC=CC=C1)(F)F tert-butyl N-[2-[[5-[5-[chloro(difluoro)methyl]-1,2,4-oxadiazol-3-yl]pyrimidin-2-yl]amino]-2-phenylethyl]carbamate